2-[(4-fluoro-2-methoxyphenyl)amino]-4-[(1-oxo-1,2,3,4-tetrahydroisoquinolin-5-yl)amino]pyrimidine-5-carboxamide FC1=CC(=C(C=C1)NC1=NC=C(C(=N1)NC1=C2CCNC(C2=CC=C1)=O)C(=O)N)OC